(2S,5R)-2-(N-(N-(2-cyanoethyl)-N-methylsulfamoyl) carbamimidoyl)-7-oxo-1,6-diazabicyclo[3.2.1]octan-6-yl hydrogen sulfate S(=O)(=O)(ON1[C@@H]2CC[C@H](N(C1=O)C2)C(NS(N(C)CCC#N)(=O)=O)=N)O